2,3,5-trimethylphenoxyacetic acid CC1=C(OCC(=O)O)C=C(C=C1C)C